C(#N)C1=CNC2=C(C=CC=C12)C=1N=C(SC1S(=O)(=O)N)OCC(C)(C)O (3-cyano-1H-indol-7-yl)-2-(2-hydroxy-2-methylpropoxy)thiazole-5-sulfonamide